3-((benzyloxy)methyl)-1-(3-bromo-5-fluorophenyl)cyclobutane-1-carboxylic acid C(C1=CC=CC=C1)OCC1CC(C1)(C(=O)O)C1=CC(=CC(=C1)F)Br